N-((S)-2-amino-1-(3-chlorophenyl)ethyl)-1-(5-methyl-2-(((R)-tetrahydrofuran-3-yl)amino)pyrimidin-4-yl)-1H-imidazole-4-carboxamide NC[C@H](C1=CC(=CC=C1)Cl)NC(=O)C=1N=CN(C1)C1=NC(=NC=C1C)N[C@H]1COCC1